(R)-morpholin-2-yl-methanol tert-butyl-2,4-dichloro-5H,6H,7H-pyrrolo[3,4-d]pyrimidine-6-carboxylate C(C)(C)(C)C1N(CC=2N=C(N=C(C21)Cl)Cl)C(=O)OC[C@H]2CNCCO2